CC1(OCCC1)S 2-methyl-4,5-dihydrofuranthiol